C1=CC=CC=2C3=CC=CC=C3C(C12)COC(=O)N[C@@H](CC1=CC=C(C=C1)O)C(=O)O N-(9-fluorenylmethyloxycarbonyl)tyrosine